(1R,2R)-2-fluoro-N-(3-(2-methoxyphenyl)-1H-pyrrolo[2,3-b]pyridin-6-yl)cyclopropane-1-carboxamide F[C@H]1[C@H](C1)C(=O)NC1=CC=C2C(=N1)NC=C2C2=C(C=CC=C2)OC